Cl[V](=NC(C)CC)(Cl)Cl trichloro(sec-butylimino)vanadium (V)